C(C)OC(=O)C1OC(CC1C1=C(C(=C(C=C1)F)F)OC)(C(F)(F)F)C 3-(3,4-Difluoro-2-methoxy-phenyl)-5-methyl-5-(trifluoromethyl)tetrahydrofuran-2-carboxylic acid ethyl ester